7-azaindol-6(7H)-one N1C=CC=2C=CC(NC12)=O